(2R,4R)-1-(2-(benzo[c][1,2,5]oxadiazol-5-ylmethoxy)-4-((2-chloro-[1,1'-biphenyl]-3-yl)methoxy)-5-nitrobenzyl)-4-hydroxypyrrolidine-2-carboxylic acid methyl ester hydrochloride Cl.COC(=O)[C@@H]1N(C[C@@H](C1)O)CC1=C(C=C(C(=C1)[N+](=O)[O-])OCC=1C(=C(C=CC1)C1=CC=CC=C1)Cl)OCC1=CC=2C(=NON2)C=C1